O1C=CC=2C(=NC=CC21)C2=CC=C(C(=O)N[C@@H]1CC[C@H](CC1)C(C)(C)O)C=C2 4-(furo[3,2-c]pyridin-4-yl)-N-[trans-4-(2-hydroxypropan-2-yl)cyclohexyl]benzamide